[4-[(4-Methylpiperazin-1-yl)methyl]phenyl]-2-[4-([1,2,4]triazolo[1,5-a]pyridin-7-yl)phenyl]acetamide [(2R,3S,4R,5R)-4,5,6-triacetoxy-3-fluoro-tetrahydropyran-2-yl]methyl-acetate C(C)(=O)O[C@H]1[C@H]([C@H](OC([C@@H]1OC(C)=O)OC(C)=O)COC(C)=O)F.CN1CCN(CC1)CC1=CC=C(C=C1)C(C(=O)N)C1=CC=C(C=C1)C1=CC=2N(C=C1)N=CN2